2-Amino-1-hydroxy-8-methoxy-naphthalen-6-sulfonic acid NC1=C(C2=C(C=C(C=C2C=C1)S(=O)(=O)O)OC)O